N1=CC(=CC2=CC=NC(=C12)N)N 1,7-naphthyridine-3,8-diamine